5-[(dimethylamino)methylene]-3-methyl-4-oxo-4,5,6,7-tetrahydro-1-benzofuran-2-carboxylic acid methyl ester COC(=O)C=1OC2=C(C1C)C(C(CC2)=CN(C)C)=O